C(C1=CC=CC=C1)N1C(C2=C(C=3C=CC=NC13)CCN(C2)CC2=C(C=CC=C2)CC)=O 6-benzyl-3-(2-ethylbenzyl)-2,3,4,6-tetrahydropyrido[3,4-c][1,8]naphthyridin-5(1H)-one